O[C@@H](CNC(OC(C)(C)C)=O)CN1CC2=CC=C(C(=C2CC1)C)OCC1=CN=CO1 (S)-tert-butyl (2-hydroxy-3-(5-methyl-6-(oxazol-5-ylmethoxy)-3,4-dihydroisoquinolin-2(1H)-yl)propyl)carbamate